C([2H])([2H])([2H])N(C(/C=C/CC[C@@H](C(=O)NC=1C(N(C=CC1)CC=1NC2=C(C=C(C=C2C1)F)OCC1=C(C=C(C=C1)F)F)=O)NC(OC)=O)=O)C([2H])([2H])[2H] methyl (S,E)-(7-(bis(methyl-d3)amino)-1-((1-((7-((2,4-difluorobenzyl)oxy)-5-fluoro-1H-indol-2-yl)methyl)-2-oxo-1,2-dihydropyridin-3-yl)amino)-1,7-dioxohept-5-en-2-yl)carbamate